ammonium 1-[6-(5-chloro-2-fluorophenyl)-4-({2-[3-(4-methylpiperazin-1-yl)propan-amido]pyridin-4-yl}amino)-pyridazin-3-yl]azetidine-2-carboxylate ClC=1C=CC(=C(C1)C1=CC(=C(N=N1)N1C(CC1)C(=O)[O-])NC1=CC(=NC=C1)NC(CCN1CCN(CC1)C)=O)F.[NH4+]